BrC=1C=CC=C2CN(C(C12)=O)CC(=O)N[C@H](C(F)(F)F)C (7-bromo-1-oxo-isoindolin-2-yl)-N-[(1S)-2,2,2-trifluoro-1-methyl-ethyl]acetamide